1-Gamma-glycidoxypropyltrimethoxysilane C(C1CO1)OCCC[Si](OC)(OC)OC